NC1=C2C=CC=C(C2=CC=C1)S(=O)(=O)N/N=C/C1=CNC2=CC=CC(=C12)OCC1=CC=CC=C1 (E)-5-amino-N'-((4-(benzyloxy)-1H-indol-3-yl)methylene)naphthalene-1-sulfonohydrazide